[(E)-2-cyano-3,3-diethoxy-prop-1-enoxy]potassium C(#N)\C(=C/O[K])\C(OCC)OCC